O=C[C@H](O)[C@@H](O)CCO 4-deoxy-L-arabinose